N-(3-(diethylamino)propyl)-1-(3,4-dimethyl-2-phenyl-2H-pyrazolo[3,4-d]pyridazin-7-yl)piperidine-3-carboxamide C(C)N(CCCNC(=O)C1CN(CCC1)C1=NN=C(C=2C1=NN(C2C)C2=CC=CC=C2)C)CC